BrN1C=2C=3C=CC=NC3OC2C(NC1=O)=O Bromo-8-oxa-3,5,10-triazatricyclo[7.4.0.02,7]trideca-1(9),2(7),10,12-tetraene-4,6-dione